2,2-dimethylpropanenitrile CC(C#N)(C)C